3-(3'-ethoxy-5-hydroxy-4'-(7-oxo-6,7-dihydro-3H-[1,2,3]triazolo[4,5-d]pyrimidin-5-yl)-[1,1'-biphenyl]-3-yl)propanoic acid C(C)OC=1C=C(C=CC1C=1NC(C2=C(N1)NN=N2)=O)C2=CC(=CC(=C2)O)CCC(=O)O